C(C)(=O)NC=1C=C(C=CC1)C1=CC(=C(O1)C)C(=O)NC1=NC(=NS1)CC(C)=O 5-(3-Acetamidophenyl)-2-methyl-N-(3-(2-oxopropyl)-1,2,4-thiadiazol-5-yl)furan-3-carboxamide